(7-(2-(4-(6-Fluorobenzo[b]thiophen-4-yl)piperazin-1-yl)ethyl)-4,4-dimethyl-2-oxo-3,4-dihydroquinolin-1(2H)-yl)methyl dodecanoate C(CCCCCCCCCCC)(=O)OCN1C(CC(C2=CC=C(C=C12)CCN1CCN(CC1)C1=CC(=CC=2SC=CC21)F)(C)C)=O